FC=1C=C(C=C(C1[C@H]1N([C@@H](CC2=C1NC1=CC=C(C=C21)F)C)CC(CF)(F)F)F)N[C@@H]2CN(CC2)CCCF (S)-N-(3,5-difluoro-4-((1R,3R)-6-fluoro-3-methyl-2-(2,2,3-trifluoropropyl)-2,3,4,9-tetrahydro-1H-pyrido[3,4-b]indol-1-yl)phenyl)-1-(3-fluoropropyl)pyrrolidin-3-amine